C1(CC1)CNC1=NC=CC(=C1)C=1OC=C(N1)C(=O)NC=1C(=NN(C1)C1CCN(CC1)CC1=CC(=C(C=C1)C1C(NC(CC1)=O)=O)F)C(F)F 2-(2-((cyclopropylmethyl)amino)pyridin-4-yl)-N-(3-(difluoromethyl)-1-(1-(4-(2,6-dioxopiperidin-3-yl)-3-fluorobenzyl)piperidin-4-yl)-1H-pyrazol-4-yl)oxazole-4-carboxamide